Eugenol Linalyl-acetate C(C)(C=C)(CCC=C(C)C)CC(=O)OC=1C(=CC(=CC1)CC=C)OC